FC(S(=O)(=O)OC=1CCN(CCC1)C(=O)OC(C)(C)C)(F)F tert-butyl 4-(((trifluoromethyl) sulfonyl) oxy)-2,3,6,7-tetrahydro-1H-azepine-1-carboxylate